FC1=C(C=C(C=C1)NC(C)=O)C=1C=CC=C2C=NC(=NC12)NC=1C=NC(=CC1)N1CCNCC1 N-(4-fluoro-3-(2-((6-(piperazin-1-yl)pyridin-3-yl)amino)quinazolin-8-yl)phenyl)acetamide